C(C1=CC=CC=C1)N1CC2(C1)CC(C2)NC(=O)N2[C@@H](CN([C@H](C2)C)C2=NC1=CC=CC=C1N=C2)C (2R,5S)-N-{2-benzyl-2-azaspiro[3.3]heptan-6-yl}-2,5-dimethyl-4-(quinoxalin-2-yl)piperazine-1-carboxamide